FC(OC1=C(C(=CC=C1)F)C=1C=C2C(=NNC2=CC1[N+]#[C-])C1N(CCC2C(C=CC=C12)=C)C([2H])([2H])[2H])F (5-(2-(difluoromethoxy)-6-fluorophenyl)-6-isocyano-1H-indazol-3-yl)-5-methylYl-2-(methyl-d3)-1,2,3,4-tetrahydroisoquinoline